C(CCCCC(C)C)N(CCCCCC(C)C)CC(=O)OC1=CC=CC=C1C o-cresol N,N-diisooctylaminoacetate